2-(4-(4-fluoro-3-methoxybenzyl)-2-(2-isopropylphenyl)piperazin-1-yl)-7-azaspiro[3.5]nonane FC1=C(C=C(CN2CC(N(CC2)C2CC3(C2)CCNCC3)C3=C(C=CC=C3)C(C)C)C=C1)OC